C(C)N1CCN(CC1)CC1=C(C=C(C=C1)NC(C1=CC=C(C=C1)C1=NC=C(C2=C1CNC2=O)NC2=NC=C(C=C2)N2CCN(CC2)C)=O)C(F)(F)F N-[4-[(4-ethylpiperazin-1-yl)methyl]-3-(trifluoromethyl)phenyl]-4-[7-[[5-(4-methylpiperazin-1-yl)-2-pyridyl]amino]-1-oxo-2,3-dihydropyrrolo[3,4-c]pyridin-4-yl]benzamide